2-ethylhexyltriisopropylsilyl fumarate C(\C=C\C(=O)[O-])(=O)O[Si](C(C)(C)CC(CCCC)CC)(C(C)C)C(C)C